FC1=C(C=C2C(NC(=NC2=C1)C)=O)I 7-fluoro-6-iodo-2-methyl-quinazolin-4(3H)-one